4-hydroxyl-4,5,6,7-tetrahydro-1H-indole-3-carbonitrile OC1C=2C(=CNC2CCC1)C#N